2-(2-isopropylphenyl)-9-(4-(morpholine-4-carbonyl)benzyl)-7,9-dihydro-8H-purin-8-one C(C)(C)C1=C(C=CC=C1)C1=NC=C2NC(N(C2=N1)CC1=CC=C(C=C1)C(=O)N1CCOCC1)=O